1,2-dimethylimidazolium trifluoromethanesulfonate FC(S(=O)(=O)[O-])(F)F.CN1C(=[NH+]C=C1)C